tris(trimethoxyphenylphosphine) palladium (II) dichloride [Pd](Cl)Cl.COC1=C(C(=C(C=C1)P)OC)OC.COC1=C(C(=C(C=C1)P)OC)OC.COC1=C(C(=C(C=C1)P)OC)OC